N(C1=CC=CC=C1)C1=NC(=NC(=N1)NC1=CC=CC=C1)NC1=CC=CC=C1 2,4,6-tris(anilino)-1,3,5-triazine